BrC=1C=CC=2C(C(C3=CC=CC=C3C2C1)(C)C)(C)C 3-bromo-9,9,10,10-tetramethyl-9,10-dihydrophenanthrene